FC(C(=O)O)(F)F.N(C(=N)N)CCC1=CC=C(C=C1)NC(=O)C=1SC(=CC1)C(=O)NC1=CC=C(C=C1)CCNC(=N)N thiophene-2,5-dicarboxylic acid bis-{[4-(2-guanidino-ethyl)-phenyl]-amide} trifluoroacetate